ClC=1C(=NC=CC1C=1C(=C(C=CC1)NC(C1=NC=C(C=C1)CNCCO)=O)C)C1=CC(=C(C(=C1)OC)CNC[C@@H]1NC(CC1)=O)F (R)-N-(3-(3-chloro-2-(3-fluoro-5-methoxy-4-((((5-oxopyrrolidin-2-yl)methyl)amino)methyl)phenyl)pyridin-4-yl)-2-methylphenyl)-5-(((2-hydroxyethyl)amino)methyl)picolinamide